CC1(O[C@@H]2[C@H](O1)C(=C[C@@H]2O)C=C)C (3aS,4S,6aR)-2,2-dimethyl-6-vinyl-3a,6a-dihydro-4H-cyclopenta[d][1,3]dioxol-4-ol